methyl (±)-4-((1-(tert-butoxycarbonyl) pyrrolidin-2-yl) methoxy)-6-methylpicolinate C(C)(C)(C)OC(=O)N1[C@H](CCC1)COC1=CC(=NC(=C1)C)C(=O)OC |r|